C(C)(C)(C)OC(NCCOCCOCCOCCC(=O)ON1C(CCC1=O)=O)=O tert-butyl{2-[2-(2-{3-[(2,5-dioxopyrrolidin-1-yl)oxy]-3-oxopropoxy}ethoxy)ethoxy]ethyl}carbamate